C(CCCCCCCCCCCCCCCCCC)(=O)OC(CO)CO 1,3-dihydroxypropan-2-yl nonadecanoate